OC1=C(C=C(C=C1C(C)(C)C)C(C(=O)O)C)C(C)(C)C 4-hydroxy-3,5-di-tert-butyl-phenylpropionic acid